BrC1=C(C(=CC(=C1)F)C(NC)=O)NC(=O)C1(CCOCC1)C N-(2-bromo-4-fluoro-6-(methylcarbamoyl)phenyl)-4-methyltetrahydro-2H-pyran-4-carboxamide